(S)-2-(1-aminoethyl)-5-bromo-6-fluoro-3-phenylquinazolin-4(3H)-one N[C@@H](C)C1=NC2=CC=C(C(=C2C(N1C1=CC=CC=C1)=O)Br)F